OC[C@H]1O[C@@H]([C@@H]([C@H]([C@H]1O)N1N=NC(=C1)C1=CC(=C(C(=C1)F)F)F)OC)CC=1N=NN(C1)C1CCOCC1 (2R,3R,4S,5R,6R)-2-(hydroxymethyl)-5-methoxy-6-((1-(tetrahydro-2H-pyran-4-yl)-1H-1,2,3-triazol-4-yl)methyl)-4-(4-(3,4,5-trifluorophenyl)-1H-1,2,3-triazol-1-yl)tetrahydro-2H-pyran-3-ol